(S)-5-(4-chloro-2-fluorophenyl)-2,3-dimethyl-7-(3-(pyridin-2-yl)pyrrolidin-1-yl)pyrido[4,3-d]pyrimidin-4(3H)-one ClC1=CC(=C(C=C1)C1=NC(=CC=2N=C(N(C(C21)=O)C)C)N2C[C@H](CC2)C2=NC=CC=C2)F